C(C)(C)(C)OC(=O)N1[C@H](C[C@H](C1)C1=CC(=C(C=C1)OC(F)F)OCC1CC1)COS(=O)(=O)C (2r,4s)-4-(3-(cyclopropylmethoxy)-4-(difluoromethoxy)phenyl)-2-(((methylsulfonyl)oxy)methyl)pyrrolidine-1-carboxylic acid tert-butyl ester